N1=CC=C2N1CCN(C2)C(=O)N 6,7-dihydropyrazolo[1,5-a]pyrazine-5(4H)-carboxamide